CC=1OC2=C(C1C(=O)OCC)C=C(C=C2)OCC2=CN=NN2C ethyl 2-methyl-5-((1-methyl-1H-1,2,3-triazol-5-yl)methoxy)benzofuran-3-carboxylate